(1-(4-((tert-butoxycarbonyl)amino)-1H-pyrazol-1-yl)ethyl)boronic acid C(C)(C)(C)OC(=O)NC=1C=NN(C1)C(C)B(O)O